OC(CNC(=O)C=1SC=C(N1)C(=O)O)(C)C 2-((2-hydroxy-2-methylpropyl)carbamoyl)thiazole-4-carboxylic acid